Tert-butyl (3-(7-(6-(bis(4-methoxybenzyl)amino)-4-methyl-3-(trifluoromethyl)pyridin-2-yl)-5,8-difluoro-2,4-dioxo-1,2,3,4-tetrahydroquinazolin-6-yl)propyl)carbamate COC1=CC=C(CN(C2=CC(=C(C(=N2)C2=C(C(=C3C(NC(NC3=C2F)=O)=O)F)CCCNC(OC(C)(C)C)=O)C(F)(F)F)C)CC2=CC=C(C=C2)OC)C=C1